3-(1-oxo-4-((4,4,5,5,5-pentafluoropentyl)((1s,4s)-4-((3,3,3-trifluoropropyl)amino)cyclohexyl)amino)isoindolin-2-yl)piperidine-2,6-dione O=C1N(CC2=C(C=CC=C12)N(C1CCC(CC1)NCCC(F)(F)F)CCCC(C(F)(F)F)(F)F)C1C(NC(CC1)=O)=O